OC1CN(CCC1C1=CC2=C(NC(N2C)=O)C=C1)C(=O)OC(C)(C)C tert-butyl 3-hydroxy-4-(3-methyl-2-oxo-1H-benzimidazol-5-yl)piperidine-1-carboxylate